C1(CCCC1)NC1=CC(=C2C(NC(=NC2=C1)CSC1CCOCC1)=O)OC 7-(Cyclopentylamino)-5-methoxy-2-(((tetrahydro-2H-pyran-4-yl)thio)methyl)quinazolin-4(3H)-one